cetyltri-methylammonium C(CCCCCCCCCCCCCCC)[N+](C)(C)C